(1-(3-(4-fluorophenyl)cyclopentyl)-1H-pyrazol-4-yl)methylamine FC1=CC=C(C=C1)C1CC(CC1)N1N=CC(=C1)CN